5-(1-((R)-3-(4-amino-3-(4-phenoxyphenyl)-1H-pyrazolo[3,4-d]pyrimidin-1-yl)piperidine-1-carbonyl)piperidin-4-yl)-2-(2,6-dioxopiperidin-3-yl)isoindoline-1,3-dione NC1=C2C(=NC=N1)N(N=C2C2=CC=C(C=C2)OC2=CC=CC=C2)[C@H]2CN(CCC2)C(=O)N2CCC(CC2)C=2C=C1C(N(C(C1=CC2)=O)C2C(NC(CC2)=O)=O)=O